D-ribofuranosyladenine C1([C@H](O)[C@H](O)[C@H](O1)CO)C1=NC(=C2NC=NC2=N1)N